(2R,3R,4R,5S)-1-(((R)-1-(benzo[d]thiazol-2-yl)pyrrolidin-3-yl)methyl)-2-(hydroxymethyl)piperidine-3,4,5-triol S1C(=NC2=C1C=CC=C2)N2C[C@H](CC2)CN2[C@@H]([C@H]([C@@H]([C@H](C2)O)O)O)CO